CC1=CC2=C(C3=CC=CC=C3C(=C2C=C1)OC)OC 2-methyl-9,10-dimethoxyanthracene